C(C)(C)C1=NC=NC(=C1N1C(N=C(C2=C1N=C(C(=C2)F)C2=C(C=CC=C2)F)N2[C@H](CN([C@@H](C2)C)C(C=C)=O)C)=O)C(C)C 1-(4,6-Diisopropylpyrimidin-5-yl)-4-[(2S,5R)-2,5-dimethyl-4-prop-2-enoyl-piperazin-1-yl]-6-fluoro-7-(2-fluoro-phenyl)pyrido[2,3-d]pyrimidin-2-one